(R)-3-(3-chloro-4-fluorophenyl)-1-isopropyl-1-((1-oxo-1,2-dihydroisoquinolin-4-yl)methyl)urea ClC=1C=C(C=CC1F)NC(N(CC1=CNC(C2=CC=CC=C12)=O)C(C)C)=O